4,4,5,5-tetramethyl-2-(6-quinolyl)-1,3,2-dioxaborolane CC1(OB(OC1(C)C)C=1C=C2C=CC=NC2=CC1)C